CC(C(=O)N[C@@H]1CN(CC1)C(=O)OCC1=CC=CC=C1)C benzyl (3S)-3-(2-methylpropanoylamino)pyrrolidine-1-carboxylate